9,9-bis(1'-hydroxymethyl)-2,7-di-biphenylyl-9H-fluorene OCC1(C2=CC(=CC=C2C=2C=CC(=CC12)C1=C(C=CC=C1)C1=CC=CC=C1)C1=C(C=CC=C1)C1=CC=CC=C1)CO